COC=1C=C(C(=O)O)C=C(C1C(C)C)OC 3,5-Dimethoxy-4-isopropyl-benzoic acid